C(C)(C)(C)OC(=O)N1[C@H](CN(CC1)C1=C(C(=CC=C1[N+](=O)[O-])OC1=C(C=CC=C1)Cl)C(F)(F)F)CO.C(C)O[Si](CCCOCC1CO1)(OCC)OCC Triethoxy(3-glycidoxypropyl)silane tert-butyl-(2R)-4-[3-(2-chlorophenoxy)-6-nitro-2-(trifluoromethyl)phenyl]-2-(hydroxymethyl)piperazine-1-carboxylate